Cl.Cl.C(CCC)N1C(=NC2=C1C=C1C(=C2)OCCO1)CCN 2-(1-butyl-6,7-dihydro-1H-[1,4]dioxino[2',3':4,5]benzo[1,2-d]imidazol-2-yl)ethan-1-amine dihydrochloride